ClC=1C=C(C=CC1F)N1C(CCCC1)=O 1-(3-chloro-4-fluorophenyl)piperidin-2-one